Cl.COC1=C(SC=C1)CNCC N-((3-methoxythiophen-2-yl)methyl)ethylamine hydrochloride